N-(3-cyano-4-methyl-1H-indazol-7-yl)-1-[(1R)-1-(fluoromethyl)-2-hydroxy-ethyl]pyrazole-4-sulfonamide C(#N)C1=NNC2=C(C=CC(=C12)C)NS(=O)(=O)C=1C=NN(C1)[C@H](CO)CF